(1R,2R,3aS,10aR)-1-{(1E,3ξ)-3-[1-(2,5-difluorophenyl)cyclobutyl]-3-hydroxy-1-propen-1-yl}-2-hydroxy-2,3,3a,9,10,10a-hexahydro-1H-benzo[b]cyclopenta[f]oxepin-6-carboxylic acid FC1=C(C=C(C=C1)F)C1(CCC1)C(/C=C/[C@H]1[C@@H](C[C@H]2[C@@H]1CCC1=C(O2)C=C(C=C1)C(=O)O)O)O